N-(6-(Benzo[d][1,3]dioxol-5-ylcarbamoyl)benzo[d][1,3]dioxol-5-yl)-2-(3-oxa-6-azabicyclo[3.1.1]heptan-6-yl)-6-methoxybenzo[d]thiazole-7-carboxamide O1COC2=C1C=CC(=C2)NC(=O)C=2C(=CC1=C(OCO1)C2)NC(=O)C2=C(C=CC=1N=C(SC12)N1C2COCC1C2)OC